CC(C(=O)N1CCN(CC1)S(=O)(=O)C1=CC=C(C=C1)S(=O)(=O)C)(CCCOC1=CC=C(C=C1)S(=O)(=O)C)C 2,2-dimethyl-5-(4-(methylsulfonyl)phenoxy)-1-(4-((4-(methylsulfonyl)phenyl)sulfonyl)piperazin-1-yl)pentan-1-one